C(CC)[Si](OC(CC)(CC)CC)(OC)OC n-Propyltriethyltrimethoxysilan